ClC=1C(=C(C=CC1)B(O)O)OC 3-CHLORO-2-METHOXYPHENYLBORONIC ACID